C(CCC)C=1C(=C(C(=C(C1)CCCCCCCCCCCC)CCCC)CCCC)CCCC tetrabutyl-dodecylbenzene